C1=CC=CC2=CC=C(C=C12)C1SSC=C1 7-naphthyldithiol